C(C)(C)(C)N(C(=O)O[C@@H](C)C1CCC(CC1)N(CC1=CC=CC=C1)CC1=CC=CC=C1)CCC1=NC=C(C=C1C(C)O)Br (S)-1-((1R,4S)-4-(dibenzylamino)cyclohexyl)ethane-1-ol tert-butyl-N-[2-[5-bromo-3-(1-hydroxyethyl)-2-pyridyl]ethyl]carbamate